2-(((1-(3-methoxy-5-((1-(4-methoxyphenyl)-2-oxo-2-(6'-(trifluoromethoxy)spiro[cyclopropane-1,3'-indolin]-1'-yl)ethyl)amino)phenyl)ethylidene)amino)oxy)-2-methylpropanoic acid COC=1C=C(C=C(C1)NC(C(N1CC2(C3=CC=C(C=C13)OC(F)(F)F)CC2)=O)C2=CC=C(C=C2)OC)C(C)=NOC(C(=O)O)(C)C